2-(2,5-dimethyl-1H-pyrrol-1-yl)-7-(6-(1-(3-fluoro-1-(4-fluorophenyl)propyl)-1H-pyrazol-4-yl)pyridin-2-yl)-[1,2,4]triazolo[1,5-a]pyridine CC=1N(C(=CC1)C)C1=NN2C(C=C(C=C2)C2=NC(=CC=C2)C=2C=NN(C2)C(CCF)C2=CC=C(C=C2)F)=N1